tert-butyl (S)-((1-(3-chloro-4-ethoxy-2-fluorobenzyl)pyrrolidin-3-yl)methyl)carbamate ClC=1C(=C(CN2C[C@@H](CC2)CNC(OC(C)(C)C)=O)C=CC1OCC)F